3-Methoxycarbonyl-1-methyl-6,7-dihydro-5H-cyclopenta[c]pyridine-4-carbonitrile COC(=O)C1=C(C2=C(C(=N1)C)CCC2)C#N